CN1N=NC2=C1C=CC(=C2C)C(C(C(=O)OC)(C)C)C2=CC(=C(C=C2)C)CN2C[C@H](OC1=C(C2)C=CC2=CC=CC=C21)CC methyl 3-(1,4-dimethyl-1H-benzo[d][1,2,3]triazol-5-yl)-3-(3-(((R)-2-ethyl-2,3-dihydronaphtho[2,1-f][1,4]oxazepin-4(5H)-yl) methyl)-4-methylphenyl)-2,2-dimethylpropionate